The molecule is a primary arylamine that is aniline in which the hydrogens at the 2- and 6-positions are replaced by methyl groups. It is used in the production of some anasthetics and other chemicals. It is a drug metabolite of lidocaine (local anasthetic). It has a role as a carcinogenic agent and a drug metabolite. It is a primary arylamine and a dimethylaniline. CC1=C(C(=CC=C1)C)N